NCCC1=CC=C(C=C1)N1C(=NN=C1O)C1=C(C=C(C(=C1)C(C)C)O)O 4-(4-(4-(2-aminoethyl)phenyl)-5-hydroxy-4H-1,2,4-triazol-3-yl)-6-isopropylbenzene-1,3-diol